ruthenium(II) triphenylphosphine C1(=CC=CC=C1)P(C1=CC=CC=C1)C1=CC=CC=C1.[Ru+2]